OC[C@@H](COC)NC(=O)C=1C=NC2=C(C=C(C=C2C1)OC)C1=CCC2(CC2)CC1 (S)-N-(1-hydroxy-3-methoxypropan-2-yl)-6-methoxy-8-(spiro[2.5]oct-5-en-6-yl)quinoline-3-carboxamide